ClC1=CC=C(C=C1)C=1N=C2N(C=CC=C2)C1CN1CC2CCC(C1)N2C(=O)OC2CCCCC2 Cyclohexyl 3-{[2-(4-chlorophenyl)imidazo[1,2-a]pyridin-3-yl]methyl}-3,8-diazabicyclo[3.2.1]octane-8-carboxylate